(6-(2-(((1s,4s)-4-hydroxy-4-methylcyclohexyl)amino)pyrrolo[2,1-f][1,2,4]triazin-5-yl)imidazo[1,2-a]pyridin-3-yl)(pyrrolidin-1-yl)methanone OC1(CCC(CC1)NC1=NN2C(C=N1)=C(C=C2)C=2C=CC=1N(C2)C(=CN1)C(=O)N1CCCC1)C